2'-methyl-3'-(N-methylmethylsulfonamido)-[1,1'-biphenyl]-4-carboxylic acid CC1=C(C=CC=C1N(S(=O)(=O)C)C)C1=CC=C(C=C1)C(=O)O